Bis(2-ethylbutyl) 9,9'-((4-(2-(4-(2-((3-(bis(7-butoxy-2-hydroxy-7-oxoheptyl)amino)-propyl)disulfaneyl)ethyl)piperazin-1-yl)ethoxy)-4-oxobutyl)azanediyl)bis(8-hydroxynonanoate) C(CCC)OC(CCCCC(CN(CCCSSCCN1CCN(CC1)CCOC(CCCN(CC(CCCCCCC(=O)OCC(CC)CC)O)CC(CCCCCCC(=O)OCC(CC)CC)O)=O)CC(CCCCC(OCCCC)=O)O)O)=O